FC1=C(C(=CC=C1)F)C1=C(C=C(C(=N1)C(=O)OC)F)OC methyl 6-(2,6-difluorophenyl)-3-fluoro-5-methoxypicolinate